2-(2-chlorophenyl)-N-(3,3-difluorocyclobutyl)-2-hydroxyacetamide ClC1=C(C=CC=C1)C(C(=O)NC1CC(C1)(F)F)O